The molecule is a C21-steroid that is cortisol bearing an additional hydroxy substituent at the 6beta-position. In humans, it is produced as a metabolite of cortisol by cytochrome p450-3A4 (CYP3A4, an important enzyme involved in the metabolism of a variety of exogenous and endogenous compounds) and can be used to detect moderate and potent CYP3A4 inhibition in vivo. It has a role as a mammalian metabolite, a human metabolite and a probe. It is a C21-steroid, a 6beta-hydroxy steroid, a 3-oxo-Delta(4) steroid, a 21-hydroxy steroid, a 20-oxo steroid, a 17alpha-hydroxy steroid, an 11beta-hydroxy steroid, a primary alpha-hydroxy ketone and a tertiary alpha-hydroxy ketone. It derives from a cortisol. C[C@]12CCC(=O)C=C1[C@@H](C[C@@H]3[C@@H]2[C@H](C[C@]4([C@H]3CC[C@@]4(C(=O)CO)O)C)O)O